(R)-(5-(6-(2-methylmorpholino)-1H-benzo[d]imidazol-2-yl)-1H-pyrrol-3-yl)(2-(trifluoromethyl)phenyl)methanone C[C@H]1OCCN(C1)C=1C=CC2=C(NC(=N2)C2=CC(=CN2)C(=O)C2=C(C=CC=C2)C(F)(F)F)C1